ClC=1C=C(CC2=NC=CC(=C2)N2N=C(C=3C(NCCC32)=O)C)C=C(C1)F 1-(2-(3-chloro-5-fluorobenzyl)pyridin-4-yl)-3-methyl-1,5,6,7-tetrahydro-4H-pyrazolo[4,3-c]pyridin-4-one